2-(2,4-dioxotetrahydropyrimidin-1(2H)-yl)-5-((4-(furan-3-yl)-3,6-dihydropyridine-1(2H)-yl)methyl)isoindoline-1,3-dione O=C1N(CCC(N1)=O)N1C(C2=CC=C(C=C2C1=O)CN1CCC(=CC1)C1=COC=C1)=O